BrC1=C(C=C2C(NC=NC2=C1)=O)[N+](=O)[O-] 7-Bromo-6-nitroquinazolin-4(3H)-one